COC=1C=C2CCNCC2=CC1NC=1N=NC(=C(N1)NC1=C(C=CC=C1)S(=O)(=O)C)C(=O)N ((6-methoxy-1,2,3,4-tetrahydroisoquinolin-7-yl)amino)-5-((2-(methylsulfonyl)phenyl)amino)-1,2,4-triazine-6-carboxamide